C(C)C1=CC=C2C(=N1)N(N=N2)C2=CC(=C(C(=O)Cl)C=C2)F 4-(5-ethyl-3H-[1,2,3]triazolo[4,5-b]pyridin-3-yl)-2-fluorobenzoyl chloride